(N-[4-amino-5-(4-fluorobenzoyl)thiazol-2-yl]-4-chloro-anilino)propionamide NC=1N=C(SC1C(C1=CC=C(C=C1)F)=O)N(C1=CC=C(C=C1)Cl)C(C(=O)N)C